(R)-3-(isoquinolin-4-yl)-2-oxo-1-(5-(trifluoromethyl)-1H-imidazol-2-yl)imidazolidine-4-carbonitrile C1=NC=C(C2=CC=CC=C12)N1C(N(C[C@@H]1C#N)C=1NC(=CN1)C(F)(F)F)=O